CC1(C2=CC=CC(=C2OC=2C(=CC=CC12)P(C1=CC=CC=C1)C1=CC=CC=C1)P(C1=CC=CC=C1)C1=CC=CC=C1)C (9,9-dimethyl-9H-xanthene-4,5-diyl)bis-(diphenylphosphane)